OC1=C2[C@H]3[C@H](C(OC2=CC(=C1)C(CCCCCO[N+](=O)[O-])(C)C)(C)C)CC=C(C3)C.N3C=NC1=C3C=CC(=C1)C(=O)NNC(C1=CC(=C(C=C1)F)C#N)=O N'-(1H-1,3-benzodiazole-5-carbonyl)-3-cyano-4-fluorobenzoyl-hydrazine [6-[(6Ar,10aR)-1-hydroxy-6,6,9-trimethyl-6a,7,10,10a-tetrahydrobenzo[c]chromen-3-yl]-6-methylheptyl]nitrate